C12CN(CC(O1)C2)C=2C=C1C(=CN=NC1=CC2)N[C@H](C)C2=C(C(=CC=C2)C(F)F)F 6-(6-Oxa-3-azabicyclo[3.1.1]heptan-3-yl)-N-((R)-1-(3-(difluoromethyl)-2-fluorophenyl)ethyl)cinnolin-4-amine